2-chloro-5-[(2,2-difluoroacetyl)amino]-N-methyl-6-[3-(trifluoromethyl)-1-bicyclo[1.1.1]pentanyl]pyrimidine-4-carboxamide ClC1=NC(=C(C(=N1)C(=O)NC)NC(C(F)F)=O)C12CC(C1)(C2)C(F)(F)F